(2-aminobutyl)carbamic acid tert-butyl ester C(C)(C)(C)OC(NCC(CC)N)=O